(S,E)-methyl-6-((S)-1-acetylpyrrolidine-2-carboxamido)-7-(1-(2-(2-adamantylamino)-2-oxoethyl)-2-oxo-1,2-dihydropyridin-3-ylamino)-7-oxohept-2-enoate COC(\C=C\CC[C@@H](C(=O)NC=1C(N(C=CC1)CC(=O)NC1C2CC3CC(CC1C3)C2)=O)NC(=O)[C@H]2N(CCC2)C(C)=O)=O